1-(3-Chlorophenyl)-2-(2-imino-4,5,6,7-tetrahydrobenzo[d]thiazol-3(2H)-yl)ethan-1-one hydrogen bromide Br.ClC=1C=C(C=CC1)C(CN1C(SC2=C1CCCC2)=N)=O